4-((2r,4r)-4-(cyclopropylmethoxy)-1-(6-methoxy-8-methyl-1,3,4,5-tetrahydrobenzo[cd]indol-5-yl)piperidin-2-yl)benzoic acid C1(CC1)CO[C@H]1C[C@@H](N(CC1)C1CCC2=CNC=3C(=CC(=C1C23)OC)C)C2=CC=C(C(=O)O)C=C2